3-(6-(5-aminopent-1-yn-1-yl)-1-oxophthalazin-2(1H)-yl)piperidine NCCCC#CC=1C=C2C=NN(C(C2=CC1)=O)C1CNCCC1